C(C)OC(COC1=NN(C(=C1Cl)C1=CC=C(C=C1)C)C1=CC=CC=C1)=O Ethyl-{[4-chloro-5-(4-methylphenyl)-1-phenyl-1H-pyrazol-3-yl]oxy}acetat